1-methyl-4-(methylthio)-1H-pyrazol-3-amine CN1N=C(C(=C1)SC)N